C12CC(CC2O1)NC(OCC1=CC=CC=C1)=O Benzyl (6-oxabicyclo[3.1.0]hexan-3-yl)carbamate